CC(C)(C1=CC=CC=C1)N1C=NC=C1 1-(1-methyl-1-phenylethyl)imidazole